NC=1C2=C(N=CN1)CC(=C2C2=CC=C(C(=O)OC)C=C2)C2=CC=C(C=C2)NC(C(=C)C)=O methyl 4-{4-amino-6-[4-(2-methylprop-2-enamido)phenyl]-7H-cyclopenta[d]pyrimidin-5-yl}benzoate